2-amino-4-chloro-6-phenyl-1,3,5-triazine NC1=NC(=NC(=N1)Cl)C1=CC=CC=C1